CC1=C(C(=CC=C1)C)OB(O)O (2,6-dimethylphenyl)boric acid